BrC1=C2C(=NC(=C1)N1[C@@H](COCC1)C)C(=NS2)C2=CC=NN2C2OCCCC2 (3R)-4-(7-bromo-3-(1-(tetrahydro-2H-pyran-2-yl)-1H-pyrazol-5-yl)isothiazolo[4,5-b]pyridin-5-yl)-3-methylmorpholine